O[C@@H](CCC)C1=CC(=C(C=N1)C=1C=2N(C3=CC(=NC=C3C1)NC(C)=O)C=CN2)C N-(4-{6-[(1S)-1-hydroxybutyl]-4-methylpyridin-3-yl}imidazo[1,2-a]1,6-naphthyridin-8-yl)acetamide